3-m-tolyl-1H-pyrazole C1(=CC(=CC=C1)C1=NNC=C1)C